BrC1=CC=C(C2(O1)NC1=C3C(=CC=C1C2)C=CC=C3)OC 6'-bromo-3'-methoxy-benzindoline-spiropyran